N-(2-(diethylamino)ethyl)-5-(2,4-dihydroxyphenyl)-4H-1,2,4-triazole-3-carboxamide C(C)N(CCNC(=O)C1=NN=C(N1)C1=C(C=C(C=C1)O)O)CC